C(C)(C)(C)OC(N(C)CC(=O)C1=NC=CC=C1OC)=O.C(C=CC)C=CC1=CC=CC=C1 crotyl-styrene tert-Butyl-(2-(3-methoxypyridin-2-yl)-2-oxoethyl)(methyl)carbamate